(1R,3aS,3bS,5aR,6R,7S,9aR,9bS,11aR)-4,4-Difluoro-6-hydroxy-1-[(2R)-6-hydroxy-6-methylheptan-2-yl]-9a,11a-dimethylhexadecahydro-1H-cyclopenta[1,2-i]phenanthren-7-yl acetate C(C)(=O)O[C@@H]1[C@@H]([C@@H]2CC([C@H]3[C@H]4[C@](CC[C@@H]3[C@]2(CC1)C)([C@H](CC4)[C@H](C)CCCC(C)(C)O)C)(F)F)O